BrC1=CC(=NC=C1)C1=NN=C(O1)[C@@]1(CN(CCC1)C(=O)OC(C)(C)C)F tert-butyl (R)-3-(5-(4-bromopyridin-2-yl)-1,3,4-oxadiazol-2-yl)-3-fluoropiperidine-1-carboxylate